N1CC(CCC1)NS(=O)(=O)C N-(3-piperidyl)methane-sulfonamide